O[C@@H]1[C@H]2[C@@H]([C@H]([C@@H](C1)O2)C(=O)NC2=CC(=CC=C2)C(F)(F)F)C=2C(=NN(C2)C)C(F)(F)F |r| rac-(1R,2R,3S,4R,5S)-5-hydroxy-3-(1-methyl-3-(trifluoromethyl)-1H-pyrazol-4-yl)-N-(3-(trifluoromethyl)phenyl)-7-oxabicyclo[2.2.1]heptane-2-carboxamide